(±)-trans-N-[8-amino-6-(5-isopropyl-1-methyl-pyrazol-4-yl)-3-isoquinolyl]-2-cyano-cyclopropanecarboxamide NC=1C=C(C=C2C=C(N=CC12)NC(=O)[C@H]1[C@@H](C1)C#N)C=1C=NN(C1C(C)C)C |r|